C1(CCC1)C(C(=O)N1CCC(CC1)(O)CN1C=NC(=CC1=O)NCCN1CCCC1)C1CCC1 3-((1-(2,2-Dicyclobutylacetyl)-4-hydroxypiperidin-4-yl)methyl)-6-((2-(pyrrolidin-1-yl)ethyl)amino)pyrimidin-4(3H)-one